C1(CC1)C1=NC(=NO1)C=1C=C(C(=NC1)C1=NC=2C(=NC=C(C2)C(C(F)(F)F)(F)F)N1C)S(=O)=NCC (S)-[5-(5-cyclopropyl-1,2,4-oxadiazol-3-yl)-2-[3-methyl-6-(1,1,2,2,2-pentafluoroethyl)-3H-imidazo[4,5-b]pyridin-2-yl]pyridin-3-yl](ethyl)imino-lambda6-sulfanone